BrC=1C=NNC1 4-bromo-1H-pyrazol